N1=CC(=CC=C1)NC(C)=O N-(pyridine-3-yl)acetamide